3-cyano-2,6-dihydroxy-4-(trifluoromethyl)pyridine C(#N)C=1C(=NC(=CC1C(F)(F)F)O)O